IC=1N(N=C2C=C(C=CC12)C(C#N)(C)C)C=1C=C2C(=CN1)N(N=C2)CC(C(F)(F)F)(F)F 2-[3-iodo-2-[1-(2,2,3,3,3-pentafluoropropyl)-pyrazolo[3,4-c]pyridin-5-yl]indazol-6-yl]-2-methyl-propanenitrile